FC1(CN(CCC1)C)COC1=C(C(=O)N[C@H](C)C=2C=NC(=NC2)C(F)(F)F)C=C(C=C1)C=1SC(=CN1)C [3-fluoro-1-methylpiperidin-3-yl]methoxyl-5-(5-methyl-1,3-thiazol-2-yl)-N-{(1R)-1-[2-(trifluoromethyl)pyrimidin-5-yl]ethyl}benzamide